FC(C(=O)O)(F)F.ClC=1C(=NC(=NC1)N[C@H](CO)C)C1=CC(=C2CN(C(C2=C1)=O)[C@@H](C(=O)O)C)F (R)-2-(6-(5-chloro-2-(((S)-1-hydroxypropan-2-yl)amino)pyrimidin-4-yl)-4-fluoro-1-oxoisoindolin-2-yl)propanoic acid trifluoroacetate